C1(=CC=CC=C1)CCCOC1=C2C(=C(C(C2=CC=C1)=O)C=1C=NC=CC1)C=1SC=CC1 (3-phenylpropoxy)-2-(pyridin-3-yl)-3-(thiophen-2-yl)-1H-inden-1-one